OCC(CCO)(C(C)O)C 3-(hydroxymethyl)-3-methyl-1,4-pentanediol